C(C)(C)N(C(=O)NC1=CC=C(C=C1)OC(F)(F)F)CC1=CC=2N(C=C1)N=CC2C(=O)O 5-((1-isopropyl-3-(4-(trifluoromethoxy)phenyl)ureido)methyl)pyrazolo[1,5-a]pyridine-3-carboxylic acid